C(C)OC=1C(=NC=CC1)OC=1C=C(C=NC1)C1=NC=C(C=N1)C(=O)N[C@@H]1CNCC[C@@H]1F 2-(5-((3-ethoxypyridin-2-yl)oxy)pyridin-3-yl)-N-((3R,4S)-4-fluoropiperidin-3-yl)pyrimidine-5-carboxamide